COC(=O)C(C(C)C)C1=CC(=NO1)N1CC2(CN(C2)C(=O)OC(C)(C)C)C1 tert-butyl 6-[5-(1-methoxycarbonyl-2-methyl-propyl)isoxazol-3-yl]-2,6-diazaspiro[3.3]heptane-2-carboxylate